FC1=C(C=CC(=C1)F)CN1CCN(CC1)C=1N=C2C(=NC1C=1C=NN(C1)C)C=NC(=C2)N 2-{4-[(2,4-difluorophenyl)methyl]piperazin-1-yl}-3-(1-methyl-1H-pyrazol-4-yl)pyrido[3,4-b]pyrazin-7-amine